C(C)C(C1CO1)OOCCOC (2-methoxyethoxy) ETHYL-GLYCIDYL ETHER